NCCC(=O)[O-].[K+] potassium beta-aminopropionate